4-chloro-5-methoxy-2,3-dihydro-1H-inden ClC1=C2CCCC2=CC=C1OC